cysteamine hcl Cl.NCCS